methylimidazo[1,2-a]pyridine-3-carboxylate COC(=O)C1=CN=C2N1C=CC=C2